4-amino-N-((5-cyano-2-pyridinyl)methyl)-N-cyclopropyl-1,3-dihydrofuro[3,4-c][1,7]naphthyridine-8-carboxamide NC1=NC=2C=NC(=CC2C2=C1COC2)C(=O)N(C2CC2)CC2=NC=C(C=C2)C#N